N,N-Bis(2-hydroxyethyl)-cyclohexylamin OCCN(CCO)C1CCCCC1